tert-butyl ({2-[(3-{4-[4-amino-2-butyl-1-(3,4,5,6-tetrahydro-2H-pyran-4-yl methyl)thieno[3,2-b]imidazo[4,5-d]pyridin-7-yl]hexahydropyridin-1-yl}-3-oxopropyl)oxy]ethyl}amino)carboxylate NC1=C2C(=C3C(=N1)C=C(S3)C3CCN(CC3)C(CCOCCNC(=O)OC(C)(C)C)=O)N(C(=N2)CCCC)CC2CCOCC2